4-[[9-Isopropyl-6-[(2-pyrazol-1-ylphenyl)methylamino]purin-2-yl]carbamoyl]piperidine-1-carboxylic acid tert-butyl ester C(C)(C)(C)OC(=O)N1CCC(CC1)C(NC1=NC(=C2N=CN(C2=N1)C(C)C)NCC1=C(C=CC=C1)N1N=CC=C1)=O